(R)-(3-Fluorophenyl)((2R,5R)-5-(((1r,4R)-4-methoxycyclohexyl)methyl)-5-methylpyrrolidin-2-yl)methanol hydrochloride Cl.FC=1C=C(C=CC1)[C@@H](O)[C@@H]1N[C@@](CC1)(C)CC1CCC(CC1)OC